N1(CCC1)CC12CN(C(C1)C2)C2=NC=CC(=N2)NC2=NNC(=C2)C2CCCC2 2-[4-(Azetidin-1-ylmethyl)-2-azabicyclo[2.1.1]hexan-2-yl]-N-(5-cyclopentyl-1H-pyrazol-3-yl)pyrimidin-4-amine